C(C)(C)N(C(=O)OC1=CC=C(C=C1)[N+](C)(C)C)C(C)C (4-((diisopropylcarbamoyl)oxy)phenyl)trimethylammonium